O1CCC(CC1)N1C(=NC=2C1=C1C(=NC2)N(C=C1)S(=O)(=O)C1=CC=C(C)C=C1)C1=CC=C(O1)C=O 5-(1-(tetrahydro-2H-pyran-4-yl)-6-tosyl-1,6-dihydroimidazo[4,5-d]pyrrolo[2,3-b]pyridin-2-yl)furan-2-carbaldehyde